C1(=CC=CC=C1)C=1N=C(SC1)NC(=NC(=O)NC1=CC=C(C=C1)Cl)N N-4-phenylthiazol-2-yl-N''-(4-chloroaniline-carbonyl)-guanidine